(((isopropoxycarbonyl)oxy)methyl)-1H-pyrazole-3-carboxamide C(C)(C)OC(=O)OCN1N=C(C=C1)C(=O)N